COC(C1CCN(CC1)C1=CC(=C(C=C1)[C@H]1C=2C=CC(=CC2C(C[C@H]1C1=CC=CC=C1)(F)F)O)F)OC (5R,6R)-5-(4-(4-(dimethoxymethyl)piperidin-1-yl)-2-fluorophenyl)-8,8-difluoro-6-phenyl-5,6,7,8-tetrahydronaphthalen-2-ol